(R)-N-(4-((4-(3,5-dichlorophenyl)piperazin-1-yl)sulfonyl)phenyl)-5-(1,2-dihydroxyethyl)-2-(N-methylmethylsulfonamido)benzamide ClC=1C=C(C=C(C1)Cl)N1CCN(CC1)S(=O)(=O)C1=CC=C(C=C1)NC(C1=C(C=CC(=C1)[C@H](CO)O)N(S(=O)(=O)C)C)=O